6-((2-((1R,5S)-1-(Aminomethyl)-3-azabicyclo[3.1.0]hexan-3-yl)-1H-benzo[d]imidazol-1-yl)methyl)nicotinonitril-hydrochlorid Cl.NC[C@@]12CN(C[C@H]2C1)C1=NC2=C(N1CC1=NC=C(C#N)C=C1)C=CC=C2